C(C)C=1C=CC(=C(C1)S(=O)(=O)NC1=NOC2=NC(=CC(=C21)OC)C=2C=C(C=CC2)N2CCN(CC2)C(=O)OC(C)(C)C)OC tert-butyl 4-(3-(3-((5-ethyl-2-methoxyphenyl)sulfonamido)-4-methoxyisoxazolo[5,4-b]pyridin-6-yl)phenyl)piperazine-1-carboxylate